N-ethyl-5-fluoro-N-isopropyl-2-((4-(3-(((trans-4-(methylsulfonamido)cyclohexyl)methoxy)methyl)azetidin-1-yl)pyrimidin-5-yl)oxy)benzamide C(C)N(C(C1=C(C=CC(=C1)F)OC=1C(=NC=NC1)N1CC(C1)COC[C@@H]1CC[C@H](CC1)NS(=O)(=O)C)=O)C(C)C